CC1=C(N=CN1)C Bis-Methylimidazole